(4-methoxy-3,5-dimethylpyridine-2-yl) methanesulfinate CS(=O)OC1=NC=C(C(=C1C)OC)C